FC1=C(C(=CC(=C1)OCCN1CC(C1)CF)F)C1N(C(CC2=C1NC1=CC=CC=C21)(C)C)C(C(C)C)=O 1-(1-(2,6-difluoro-4-(2-(3-(fluoromethyl)azetidin-1-yl)ethoxy)phenyl)-3,3-dimethyl-3,4-dihydro-1H-pyrido[3,4-b]indol-2(9H)-yl)-2-methylpropan-1-one